4-butyl-1-(3,3-diethoxyprop-1-en-1-yl)cyclohexan-1-ol C(CCC)C1CCC(CC1)(O)C=CC(OCC)OCC